β-pyridylalanine N1=C(C=CC=C1)C[C@H](N)C(=O)O